CO[C@@]1(C([C@@](CCC1)(C1=CC=C(C=C1)C(F)(F)F)NC)=O)C (2S,6R)-2-methoxy-2-methyl-6-methylamino-6-(4-(trifluoromethyl)phenyl)cyclohexan-1-one